C(#N)CC(CC(C(=O)OC)=O)(C)C methyl 5-cyano-4,4-dimethyl-2-oxopentanoate